1-[(5-Fluoro-3-pyridyl)methyl]-3-methyl-6-(m-tolyl)imidazo[4,5-b]pyridin FC=1C=C(C=NC1)CN1CN(C2=NC=C(C=C21)C=2C=C(C=CC2)C)C